C1(CCC1)C1=C(C(=CC=C1)S(=O)(=O)C)NC(=O)C1=C(C(=O)N)C=C(C=N1)F ((2-cyclobutyl-6-(methylsulfonyl)phenyl)carbamoyl)-5-fluoronicotinamide